ethyl 3-((5-(4-fluorophenyl)-2-methyl-1,1-dioxido-7-(trifluoromethyl)-4,5-dihydro-2H-spiro[benzo[f][1,2,5]thiadiazepine-3,1'-cycloheptan]-8-yl)oxy)-2,2-dimethylpropanoate FC1=CC=C(C=C1)N1CC2(CCCCCC2)N(S(C2=C1C=C(C(=C2)OCC(C(=O)OCC)(C)C)C(F)(F)F)(=O)=O)C